7-(cyclopentylamino)-2-((piperidin-4-ylsulfanyl)methyl)quinazolin-4(3H)-one C1(CCCC1)NC1=CC=C2C(NC(=NC2=C1)CSC1CCNCC1)=O